2,3-dihydro-5-fluoro-3-methylthio-2-indolone FC=1C=C2C(C(NC2=CC1)=O)SC